CC1=C2NC(=NC2=NC(=N1)C)C trimethylpurine